(R)-(8-fluoroisochroman-1-yl)methylamine FC=1C=CC=C2CCO[C@H](C12)CN